1,N'-di(2-hydroxyethyl)-1,3-propanediamine OCCC(CCNCCO)N